ClC1=C(ONC=C1)Cl dichloroazoxainine